OC(C(=O)O)C(CC(=O)C1=CC=CC=C1)NC(C)=O 2-hydroxy-3-acetamido-4-phenylcarbonylbutyric acid